[P].C(C)(C)C1C=C(C=C(C1)C)CCC=O 3-(3-isopropyl-5-methyl-cyclohexa-1,5-dien-1-yl)propanal phosphorus